6-isopropyl-9-methyl-1,4-dioxaspiro[4.5]decane-2-ethanol C(C)(C)C1C2(OCC(O2)CCO)CC(CC1)C